CN(C)CCN N,N-dimethyl-1,2-ethylenediamine